C12(CC3CC(CC(C1)C3)C2)NC(COC2=NC(=NC(=C2)OCC(C)(C)C)SC)=O N-(adamantan-1-yl)-2-((2-(methylthio)-6-(neopentyloxy)pyrimidin-4-yl)oxy)acetamide